methoxy-N-{[2-(trifluoromethoxy)phenyl]methyl}pyridine-3-carboxamide COC1=NC=CC=C1C(=O)NCC1=C(C=CC=C1)OC(F)(F)F